tungsten antimonic acid [Sb](O)(O)(O)=O.[W]